C(C1=CC=CC=C1)OC=1C(=CC2=C(NC([C@H]3N(C2=O)CC2(CC2)C3)=O)C1)OC (S)-8-(Benzyloxy)-7-methoxy-1,11a-dihydro-3H,5H-spiro[benzo[e]pyrrolo[1,2-a][1,4]diazepine-2,1'-cyclopropane]-5,11(10H)-dione